zinc-indium phosphorus 8-(1-Hydroxyethyl)-6-methyl-2-(1-phenylcyclopropyl)chromen-4-one OC(C)C=1C=C(C=C2C(C=C(OC12)C1(CC1)C1=CC=CC=C1)=O)C.[P].[In].[Zn]